C=1N=CN2C1C1=CC=CC=C1[C@H]2[C@@H]2[C@H](C1=C(N=CS1)CC2)O (6R,7R)-6-((R)-5H-imidazo[5,1-a]isoindol-5-yl)-4,5,6,7-tetrahydrobenzo[d]thiazol-7-ol